C(C)(C)(C)O[C@H]1[C@@H](C[C@H]2N(CCC3=CC(=C(C=C23)OC)O)C1)O (2R,3R,11bR)-3-(tert-butoxy)-10-methoxy-1,3,4,6,7,11B-hexahydro-2H-pyrido[2,1-a]isoquinoline-2,9-diol